CC1(NC(CC(C1)OC1=NN=CS1)(C)C)C 5-((2,2,6,6-tetramethylpiperidin-4-yl)oxy)-1,3,4-thiadiazol